BrC=1C=C(C=CC1)C(C1=NN=CN1C)C1CC2(C1)OCCO2 3-[(3-bromophenyl)-(5,8-dioxaspiro[3.4]octan-2-yl)methyl]-4-methyl-1,2,4-triazole